N,N-dimethylazetidin-3-amine hydrochloride Cl.CN(C1CNC1)C